C1(CCCC1)CNCC1=CC=C2CN(C(C2=C1)=O)C1=NC(=CC(=C1)C1=C(C=C(C#N)C=C1)C1=NN=CN1C)C1CC1 4-[2-(6-{[(cyclopentylmethyl)amino]methyl}-1-oxo-3H-isoindol-2-yl)-6-cyclopropylpyridin-4-yl]-3-(4-methyl-1,2,4-triazol-3-yl)benzonitrile